siloxylithium [SiH3]O[Li]